FC(C1=C(C=NC(=C1)N[C@H](C(F)(F)F)C)C1=C(N=C(S1)C(=O)NC1CC(C1)O)C(=O)N1[C@H](CCC1)C)F 5-(4-(difluoromethyl)-6-(((S)-1,1,1-trifluoropropan-2-yl)amino)pyridin-3-yl)-N-((1r,3S)-3-Hydroxycyclobutyl)-4-((S)-2-methylpyrrolidine-1-carbonyl)thiazole-2-carboxamide